BrC=1C=C2C=C(NC2=CC1)C(=O)OCC ethyl 5-bromoindole-2-carboxylate